CC(COC=1SC(=CN1)C(C)=O)C 1-[2-(2-Methylpropoxy)-1,3-Thiazol-5-Yl]ethan-1-one